C(C1=C(C(=CC(=C1)C)C(C)(C)C)O)C1=C(C(=CC(=C1)C)C(C)(C)C)O 2,2'-Methylen-bis(4-methyl-6-tert-butyl-phenol)